N[C@H](C(=O)N[C@H](C(=O)NC1=CC=C(C=C1)C(C(=O)OC)O)CCCCNC(C1=CC=C(C=C1)C)(C1=CC=CC=C1)C1=CC=CC=C1)CC1=CC=CC=C1 Methyl 2-(4-((S)-2-((S)-2-amino-3-phenylpropanamido)-6-((diphenyl(p-tolyl)methyl)amino)hexanamido)phenyl)-2-hydroxyacetate